3-(hexahydropyrrolo[1,2-a]-pyrazin-2(1H)-yl)-2-nitroaniline C1C2N(CCN1C=1C(=C(N)C=CC1)[N+](=O)[O-])CCC2